tert-Butyl 2-(2-(2-methoxyphenyl)acetyl)hydrazinecarboxylate COC1=C(C=CC=C1)CC(=O)NNC(=O)OC(C)(C)C